C(C)(C)(C)N(C(O)=O)[C@@H](C1=NNC=C1)C1CC1.CC1=CC=CC2=C(C3=CC=CC=C3C(=C12)OC(=O)C1C(C2C=CC1C2)C(=O)O)OC(=O)C2C(C1C=CC2C1)C(=O)O 4-methyl-9,10-bis[2-carboxy(3,6-methano-4-cyclohexenyl)]carbonyloxyanthracene tert-butyl-(R)-(cyclopropyl(1H-pyrazol-3-yl)methyl)carbamate